3-hydroxy-5-(5-methyl-1,3-thiazol-2-yl)-N-{(1R)-1-[2-(trifluoromethyl)pyrimidin-5-yl]ethyl}benzamide OC=1C=C(C(=O)N[C@H](C)C=2C=NC(=NC2)C(F)(F)F)C=C(C1)C=1SC(=CN1)C